4-phenyl-3-bromo-3-buten-2-one C1(=CC=CC=C1)C=C(C(C)=O)Br